undecadienoic acid C(C=CC=CCCCCCC)(=O)O